COC=1C=C(C2=COC3=CC(=C(C=C3C2=O)OC)OC)C=CC1 3',6,7-trimethoxyisoflavone